ClC=1C(=NC=NC1OC1=CC=C(C=C1)O)NC(C1=CC=C(C=C1)N1CCOCC1)=O N-(5-chloro-6-(4-hydroxyphenoxy)pyrimidin-4-yl)-4-morpholinobenzamide